N1-methyl-pseudouridine-5'-monophosphate P(=O)(O)(O)OC[C@@H]1[C@H]([C@H]([C@@H](O1)C1=CN(C(=O)NC1=O)C)O)O